CN1CCN(CC1)C=1C=C(C=CC1)B(O)O 3-(4-methylpiperazin-1-yl)phenylboronic acid